tris(dioxaneBenzylacetone) dipalladium [Pd].[Pd].O1C(COCC1)C1=CC=CC=C1CCC(C)=O.O1C(COCC1)C1=CC=CC=C1CCC(C)=O.O1C(COCC1)C1=CC=CC=C1CCC(C)=O